(4-bromo-1-methyl-1H-1,2,3-triazol-5-yl)methanol BrC=1N=NN(C1CO)C